FC(CNCC=1C=CC=2N(C1)C=C(N2)CNC(=O)C=2C=1C=NNC1C=CC2)(F)F N-[(6-{[(2,2,2-trifluoroethyl)amino]methyl}imidazo[1,2-a]pyridin-2-yl)methyl]-1H-indazole-4-carboxamide